N(=C=O)CCCCCN=C=O 1,5-Diisocyanato-pentan